C(C1=CC=CC=C1)(=O)OC[C@@]1(CN(C[C@@H](O1)N1C(N=C(C=C1)N)=O)C(C)C)CO[Si](C(C)C)(C(C)C)C(C)C [(2S,6R)-6-(4-amino-2-oxo-pyrimidin-1-yl)-4-isopropyl-2-(triisopropylsilyloxymethyl)-morpholin-2-yl]methyl benzoate